N-(2-fluoro-5-((6-(4-morpholinylphenyl)-7H-pyrrolo[2,3-d]pyrimidin-4-yl)oxy)phenyl)acrylamide FC1=C(C=C(C=C1)OC=1C2=C(N=CN1)NC(=C2)C2=CC=C(C=C2)N2CCOCC2)NC(C=C)=O